(2S)-2-[(1-methyl-4-piperidyl)carbamoylamino]-4-[2-phenoxyethyl-[4-(5,6,7,8-tetrahydro-1,8-naphthyridin-2-yl)butyl]amino]butanoic acid CN1CCC(CC1)NC(=O)N[C@H](C(=O)O)CCN(CCCCC1=NC=2NCCCC2C=C1)CCOC1=CC=CC=C1